2-amino-5-{2-[(1S)-1-cyclopropylethyl]-7-methanesulfonamido-1-oxo-2,3-dihydro-1H-isoindol-5-yl}-N-[trans-4-(1-hydroxycyclopropyl)cyclohexyl]pyrazolo[1,5-a]pyrimidine-3-carboxamide NC1=NN2C(N=C(C=C2)C=2C=C3CN(C(C3=C(C2)NS(=O)(=O)C)=O)[C@@H](C)C2CC2)=C1C(=O)N[C@@H]1CC[C@H](CC1)C1(CC1)O